C(C)C1=C(C(=NC=C1Br)C(=O)OCCCCCCCCO)SCC 1,8-OctaneDiol ethyl-5-bromo-3-ethylsulfanyl-pyridine-2-carboxylate